2-((1H-pyrazol-5-yl)methyl)-2-(((2R,3S,4R,5R)-5-(6-amino-2-chloro-9H-purin-9-yl)-3-ethynyl-3,4-dihydroxytetrahydrofuran-2-yl)methoxy)malonic acid N1N=CC=C1CC(C(=O)O)(C(=O)O)OC[C@H]1O[C@H]([C@@H]([C@@]1(O)C#C)O)N1C2=NC(=NC(=C2N=C1)N)Cl